FC=1C(=NC(=NC1)N[C@H]1[C@@H](COCC1)O)C=1C=C(C=2N(C1)C(=C(N2)C(C)C)C(C)C)F (3S,4R)-4-((5-fluoro-4-(8-fluoro-2,3-diisopropylimidazo[1,2-a]pyridin-6-yl)pyrimidin-2-yl)amino)tetrahydro-2H-pyran-3-ol